[K+].O=C1N=C(NC(N1)=O)C(=O)[O-] 1,4,5,6-tetrahydro-4,6-dioxo-1,3,5-triazine-2-carboxylic acid potassium salt